C(C=C)(=O)OC(C)CCCCCCCCCCCCC 2-acryloxypentadecane